C[C@@H]1N(CCC1)C(=O)C=1N=C(SC1)C(=O)O 4-((S)-2-methylpyrrolidine-1-carbonyl)thiazole-2-carboxylic acid